8-ethoxy-N-((3R,4S)-3-methyl-1-(vinylsulfonyl)piperidin-4-yl)-7-(1H-pyrazol-4-yl)-[1,2,4]triazolo[1,5-a]pyridin-2-amine C(C)OC=1C=2N(C=CC1C=1C=NNC1)N=C(N2)N[C@@H]2[C@@H](CN(CC2)S(=O)(=O)C=C)C